O1N=C(C=C1)CN1C(CCN2C1=NC(=CC2=O)N2[C@@H](COCC2)C)(C)C 9-Isoxazol-3-ylmethyl-8,8-dimethyl-2-((R)-3-methylmorpholin-4-yl)-6,7,8,9-tetrahydro-pyrimido[1,2-a]-pyrimidin-4-one